(R)-6-chloro-3-((1-(3,6-dimethyl-2-(1-methyl-1,4,6,7-tetrahydrospiro[indazole-5,4'-piperidin]-1'-yl)-4-oxo-3,4-dihydroquinazolin-8-yl)ethyl)amino)-N-(methylsulfonyl)picolinamide ClC1=CC=C(C(=N1)C(=O)NS(=O)(=O)C)N[C@H](C)C=1C=C(C=C2C(N(C(=NC12)N1CCC2(CC1)CC=1C=NN(C1CC2)C)C)=O)C